(S)-N-((R)-1-(5,6-dihydro-4H-thieno[2,3-c]pyrrol-2-yl)ethyl)-4-oxo-3-(((R)-1-phenylpropyl)amino)-4,6,7,8-tetrahydropyrrolo[1,2-a]pyrazine-6-carboxamide trifluoroacetate FC(C(=O)O)(F)F.S1C(=CC2=C1CNC2)[C@@H](C)NC(=O)[C@@H]2CCC=1N2C(C(=NC1)N[C@H](CC)C1=CC=CC=C1)=O